FC1=CC=C(C=C1)C1N(CC(CC1)C)C(C(=O)NC=1C=C(C=NC1)C(=O)N)=O 5-[[2-[2-(4-Fluorophenyl)-5-methyl-1-piperidyl]-2-oxo-acetyl]amino]pyridine-3-carboxamide